[Mn](=O)(=O)([O-])[O-].[Co+2].[Ni+2].[Mn](=O)(=O)([O-])[O-] nickel-cobalt manganate